[(6S,7R,8R)-8-benzyl-3-[(3-hydroxy-1-methoxy-pyridine-2-carbonyl)amino]-6-methyl-4,9-dioxo-1,5-dioxonan-7-yl] 2-methylpropanoate CC(C(=O)O[C@H]1[C@@H](OC(C(COC([C@@H]1CC1=CC=CC=C1)=O)NC(=O)C1N(C=CC=C1O)OC)=O)C)C